3-(3-(4-chloro-3-trifluoromethylphenyl)ureido)-N-isopropyl-2,3,4,9-tetrahydro-1H-carbazole-5-carboxamide ClC1=C(C=C(C=C1)NC(NC1CCC=2NC=3C=CC=C(C3C2C1)C(=O)NC(C)C)=O)C(F)(F)F